2-Cyclopropyl-2-carbonylacetic acid C1(CC1)C(C(=O)O)=C=O